(S)-3-(1-methylpyrazol-4-yl)-4-(5-(3,5-dimethylisoxazol-4-yl)-1-((trans)-4-deuteromethoxycyclohexyl)-1H-benzo[d]imidazol-2-yl)-1,3-oxazinane-2-one CN1N=CC(=C1)N1C(OCC[C@H]1C1=NC2=C(N1[C@@H]1CC[C@H](CC1)OC[2H])C=CC(=C2)C=2C(=NOC2C)C)=O